C(N)(OC1=CC(=NC(=C1)C)Cl)=O (2-chloro-6-methylpyridin-4-yl) carbamate